CC1C(CCCC1)C(C)C 1-Methyl-2-isopropylcyclohexane